2-(3-carbamoyl-6-fluoro-1H-indazol-1-yl)acetic acid C(N)(=O)C1=NN(C2=CC(=CC=C12)F)CC(=O)O